ClC=1C=CC(=C(C1)C1=CC(=C(N=N1)SCCO)NC1=CC(=NC=C1)NC(=O)C1CC(C1)N1CC(C(CC1)(F)F)CO)F N-(4-{[6-(5-chloro-2-fluorophenyl)-3-[(2-hydroxy-ethyl)sulfanyl]pyridazin-4-yl]-amino}pyridin-2-yl)-3-[4,4-difluoro-3-(hydroxymethyl)-piperidin-1-yl]cyclobutane-1-carboxamide